FC1=C(C(=CC(=C1OC1=CC=CC=C1)F)[N+](=O)[O-])N1C[C@@H](CCC1)CN 1-[(3S)-1-(2,4-difluoro-6-nitro-3-phenoxyphenyl)piperidin-3-yl]methylamine